(2-(4-(difluoromethoxy)-3-isopropoxyphenyl)oxazol-4-yl)methanamine FC(OC1=C(C=C(C=C1)C=1OC=C(N1)CN)OC(C)C)F